CN1CCOCC1 (R)-Methyl-morpholine